(R)-2-chloro-2-fluoroacetyl chloride Cl[C@H](C(=O)Cl)F